FC=1N=CC(=NC1)C1=CC=C(C=C1)CCCNC=1C2=C(N=C(N1)C1=NOC=N1)SC(=N2)C N-(3-(4-(5-fluoropyrazin-2-yl)phenyl)propyl)-2-methyl-5-(1,2,4-oxadiazol-3-yl)thiazolo[5,4-d]pyrimidin-7-amine